methyl (2S)-3-(4-(2-bromoethoxy)-2-fluorophenyl)-2-((tert-butoxycarbonyl) amino)propanoate BrCCOC1=CC(=C(C=C1)C[C@@H](C(=O)OC)NC(=O)OC(C)(C)C)F